1-(6-(3,5-dimethylisoxazol-4-yl)-2-(1-(2-hydroxy-2-methylpropyl)-1H-pyrazol-4-yl)quinazolin-4-yl)-N-methylpiperidine-4-carboxamide CC1=NOC(=C1C=1C=C2C(=NC(=NC2=CC1)C=1C=NN(C1)CC(C)(C)O)N1CCC(CC1)C(=O)NC)C